7-Chloro-N-(2-(piperidin-1-yl)ethyl)isoquinolin-1-amine ClC1=CC=C2C=CN=C(C2=C1)NCCN1CCCCC1